NC1=C(C=C(C=N1)C1=CC=C(C=C1)C(=O)N1CCN(CC1)C)OCC1=C(C=C(C=C1)Cl)Cl {4-[6-amino-5-(2,4-dichloro-benzyloxy)-pyridin-3-yl]-phenyl}-(4-methyl-piperazin-1-yl)-methanone